N1(C=NC=C1)C(=O)OC1CC(C1)N1CC(CC1)(F)F (1s,3s)-3-(3,3-difluoropyrrolidin-1-yl)cyclobutyl 1H-imidazole-1-carboxylate